6-(7-Azabicyclo[2.2.1]heptan-7-yl)quinoline-4-carboxylic acid Methyl-6-(7-azabicyclo[2.2.1]heptan-7-yl)quinoline-4-carboxylate COC(=O)C1=CC=NC2=CC=C(C=C12)N1C2CCC1CC2.C21CCC(CC2)N1C=1C=C2C(=CC=NC2=CC1)C(=O)O